Triisopropylsilane C(C)(C)[SiH](C(C)C)C(C)C